The molecule is an acyl-CoA(4-) arising from deprotonation of the phosphate and diphosphate functions of 2-hydroxypalmitoyl-CoA. It is a conjugate base of a 2-hydroxyhexadecanoyl-CoA. CCCCCCCCCCCCCCC(C(=O)SCCNC(=O)CCNC(=O)[C@@H](C(C)(C)COP(=O)([O-])OP(=O)([O-])OC[C@@H]1[C@H]([C@H]([C@@H](O1)N2C=NC3=C(N=CN=C32)N)O)OP(=O)([O-])[O-])O)O